C(C)(C)(C)OC(=O)N1CCN(CC1)C([C@@H]([C@H]([C@@H]([C@@H](COCC1=CC=CC=C1)O)OCC1=CC=CC=C1)OCC1=CC=CC=C1)OCC1=CC=CC=C1)=O 4-[(2R,3S,4R,5R)-2,3,4,6-tetrabenzyloxy-5-hydroxy-hexanoyl]piperazine-1-carboxylic acid tert-butyl ester